ClC1=C2CC[C@](C2=CC=C1)(C(NC1CC(C1)(F)F)=O)N(C(=O)[C@H]1N(C(CC1)=O)C1=NC=CC(=C1)C#N)C=1C=NC=C(C1)F (S)-N-((S)-4-chloro-1-((3,3-difluorocyclobutyl)carbamoyl)-2,3-dihydro-1H-inden-1-yl)-1-(4-cyanopyridin-2-yl)-N-(5-fluoropyridin-3-yl)-5-oxopyrrolidine-2-carboxamide